R-(-)-3-hydroxybutyric acid ethyl ester C(C)OC(C[C@@H](C)O)=O